2-[2-(4-Acetylpiperidin-1-yl)pyrimidin-5-yl]-N-{[4-Methyl-2-(piperidin-1-yl)phenyl](5-methylfuran-2-yl)methyl}acetamid C(C)(=O)C1CCN(CC1)C1=NC=C(C=N1)CC(=O)NC(C=1OC(=CC1)C)C1=C(C=C(C=C1)C)N1CCCCC1